C(C)(C)(C)OC(=O)NCC=1C=C(C(=NC1)NC(=O)C1=CC2=C(OCCC3=C2SC=C3)C=C1C=1C(=NC(=CC1)C(NCCC)=O)C(=O)OC)C methyl 3-(9-((5-(((tert-butoxycarbonyl)amino)methyl)-3-methylpyridin-2-yl)carbamoyl)-4,5-dihydrobenzo[b]thieno[2,3-d]oxepin-8-yl)-6-(propylcarbamoyl)picolinate